2-[4-chloro-2-(1,2-oxazol-5-yl)phenoxy]acetic acid ClC1=CC(=C(OCC(=O)O)C=C1)C1=CC=NO1